N-(2-(5-(5-(2-cyclopentylethyl)-1,2,4-oxadiazol-3-yl)-1H-benzo[d]imidazol-1-yl)ethyl)-3-methylbenzamide C1(CCCC1)CCC1=NC(=NO1)C1=CC2=C(N(C=N2)CCNC(C2=CC(=CC=C2)C)=O)C=C1